(R)-N-(5-((6-(3-(4-fluoro-3-((3-fluorobenzyl)oxy)phenyl)isoxazolidin-2-yl)pyrimidin-4-yl)amino)-4-methoxy-2-(4-methylpiperazin-1-yl)phenyl)acrylamide FC1=C(C=C(C=C1)[C@@H]1N(OCC1)C1=CC(=NC=N1)NC=1C(=CC(=C(C1)NC(C=C)=O)N1CCN(CC1)C)OC)OCC1=CC(=CC=C1)F